2-bromo-N-(1,4-dioxaspiro[4.5]dec-7-en-8-yl)-5-fluoro-4-(methoxymethyl)-N-{(2R)-3-[(4-methoxyphenyl)methoxy]-2-methylpropyl}benzamide BrC1=C(C(=O)N(C[C@H](COCC2=CC=C(C=C2)OC)C)C2=CCC3(OCCO3)CC2)C=C(C(=C1)COC)F